1-(6-chloro-4-methoxypyridin-3-yl)ethan-1-one ClC1=CC(=C(C=N1)C(C)=O)OC